4-(3-((5-Cyclopropyl-2-((3-methyl-1-(1-methylpyrrolidin-3-yl)-1H-pyrazol-4-yl)amino)pyrimidin-4-yl)amino)propyl)-1,4-oxazepan-5-on C1(CC1)C=1C(=NC(=NC1)NC=1C(=NN(C1)C1CN(CC1)C)C)NCCCN1CCOCCC1=O